[6-[1-[4-[tert-butoxycarbonyl(methyl) amino]cyclohexyl] pyrazol-4-yl]-3-cyano-pyrazolo[1,5-a]pyridin-4-yl] trifluoromethanesulfonate FC(S(=O)(=O)OC=1C=2N(C=C(C1)C=1C=NN(C1)C1CCC(CC1)N(C)C(=O)OC(C)(C)C)N=CC2C#N)(F)F